F[B-](F)(F)F.COC1=CC=C(C=C1)SC1=NC(=CC(=C1)SC1=CC=C(C=C1)OC)SC1=CC=C(C=C1)OC 2,4,6-tri(4-methoxyphenyl)thiopyridine tetrafluoroborate